2,2-bis[4-(2,3-epithiopropoxy)cyclohexyl]propane C(C1CS1)OC1CCC(CC1)C(C)(C)C1CCC(CC1)OCC1CS1